anthranilaldehyde compound with 4-hydroxy-6-methyl-2-pyrone OC1=CC(OC(=C1)C)=O.C(C=1C(N)=CC=CC1)=O